di(p-t-butyl-phenyl)methylene(cyclopentadienyl)(tetramethyldodecahydrodibenzofluorenyl)zirconium dichloride [Cl-].[Cl-].C(C)(C)(C)C1=CC=C(C=C1)C(=[Zr+2](C1(C(C(CC2C3C(C4C=5C=CC=CC5CC4=C21)CCCC3)C)(C)C)C)C3C=CC=C3)C3=CC=C(C=C3)C(C)(C)C